[K+].N[C@@H](CC(=O)O)C(=O)[O-] aspartate monopotassium salt